nonamethylenediamine NCCCCCCCCCN